BrC1=NN(C(=N1)Br)CCNC 2-(3,5-dibromo-1,2,4-triazol-1-yl)-N-methyl-ethylamine